C(C)(C)(C)C1=CC=C(C(=O)NC2=C(C(C(C2)CC2=CC=CC=C2)F)[2H])C=C1 N-4-tert-butylbenzoyl-3-fluoro-4-benzyl-cyclopentenamine-2-d